NC(CNC(=O)C1=NC(=CN=C1)C=1NC2=CC=CC=C2C1Cl)(C)C N-(2-amino-2-methylpropyl)-6-(3-chloro-1H-indol-2-yl)pyrazine-2-carboxamide